C(C)[N+](CCO)(CCO)C.OCC(CO)(COCC(CO)(CO)CO)CO dipentaerythritol, N-ethyl-N-methyl-N,N-bis(2-hydroxyethyl)ammonium salt